NO[C@@H](COC1=CC=C(C(N[C@H]2CN(CCC2)C(=O)OC(C)(C)C)=N)C=C1)C(=O)OC(C1=CC=CC=C1)C1=CC=CC=C1 tert-Butyl (R)-3-(4-((S)-2-(aminooxy)-3-(benzhydryloxy)-3-oxopropoxy)benzimidamido)piperidine-1-carboxylate